FC=1C(=CC(=NC1C1=CC=C(C=C1)F)C1(OCCC1O)CC1=C(N=NC2=C(C=C(C=C12)C(=O)N)OC)C)C(C)(C)O ((2-(5-fluoro-6-(4-fluorophenyl)-4-(2-hydroxypropan-2-yl)pyridin-2-yl)-3-hydroxytetrahydrofuran-2-yl)methyl)-8-methoxy-3-methylcinnoline-6-carboxamide